5-cyano-2-(4-fluoro-2-methylphenoxy)-4-(trifluoromethyl)benzoic acid C(#N)C=1C(=CC(=C(C(=O)O)C1)OC1=C(C=C(C=C1)F)C)C(F)(F)F